C1(CC1)[C@]1(C(N(C[C@H]1C)C1=C2C(=NC=C1)C=C(O2)N2N=CC(=C2)C)=O)C#N (3R,4S)-3-cyclopropyl-4-methyl-1-(2-(4-methyl-1H-pyrazol-1-yl)furo[3,2-b]pyridin-7-yl)-2-oxopyrrolidine-3-carbonitrile